tert-butyl 2-(3-fluoro-4-methoxyphenyl)-3-(pyridin-4-yl)-6,7-dihydropyrazolo[1,5-a]pyrazine-5(4H)-carboxylate FC=1C=C(C=CC1OC)C1=NN2C(CN(CC2)C(=O)OC(C)(C)C)=C1C1=CC=NC=C1